Ethyl (E)-3-(6-methylbenzo[d][1,3]dioxol-5-yl)acrylate CC=1C(=CC2=C(OCO2)C1)/C=C/C(=O)OCC